3-(5-(((3R,4R)-1-(5-chloro-4-((1-methyl-2-oxoindolin-5-yl)amino)pyrimidin-2-yl)-3-methylpiperidin-4-yl)amino)-1H-indazol-1-yl)-3-methylpiperidine-2,6-dione ClC=1C(=NC(=NC1)N1C[C@H]([C@@H](CC1)NC=1C=C2C=NN(C2=CC1)C1(C(NC(CC1)=O)=O)C)C)NC=1C=C2CC(N(C2=CC1)C)=O